2-[3-(4-bromobenzoyl)-2-oxocyclohexyl]acetic acid BrC1=CC=C(C(=O)C2C(C(CCC2)CC(=O)O)=O)C=C1